C1(=CC=CC2=CC=CC=C12)C(=O)Cl α-naphthoyl chloride